ClC=1C=C2C(CC(C2=CC1Cl)=C(C#N)C#N)=O 2-(5,6-dichloro-3-oxo-indan-1-ylidene)-malononitrile